ClC=1C(=C2C=NNC2=C(C1F)N1C[C@@H]([C@H](C1)O)O)C=1N=CC=2N(C1)C=C(N2)NC(=O)[C@H]2[C@H](C2)F (1S,2S)-N-(6-(5-chloro-7-((3S,4S)-3,4-dihydroxypyrrolidin-1-yl)-6-fluoro-1H-indazol-4-yl)imidazo[1,2-a]pyrazin-2-yl)-2-fluorocyclopropane-1-carboxamide